C(=C)(C)C(CCC=CC=C)CC=C(CCCCCC)C 7-isopropenyl-10-methylhexadecadiene-9-ene